ClC=1C(=NC=CC1S)C(F)(F)F 3-Chloro-2-(trifluoromethyl)pyridin-4-thiol